2-((3-cyano-4,6-bis(trifluoromethyl)pyridin-2-yl)-amino)-N-(4-cyclopropoxyphenyl)-N-methyl-acetamide C(#N)C=1C(=NC(=CC1C(F)(F)F)C(F)(F)F)NCC(=O)N(C)C1=CC=C(C=C1)OC1CC1